ClC1=NC(=CC=C1/C=C/C(=O)O)Cl (2E)-3-(2,6-dichloropyridin-3-yl)prop-2-enoic acid